2-((5-chloro-2-((2-(difluorometh-oxy)-4-(4-methylpiperazin-1-yl)phenyl)amino)pyrimidin-4-yl)amino)-4-methylthiophene-3-carboxamide ClC=1C(=NC(=NC1)NC1=C(C=C(C=C1)N1CCN(CC1)C)OC(F)F)NC=1SC=C(C1C(=O)N)C